(E)-N-(4-(1-(6-(4-(7-((2-(2,6-dioxopiperidin-3-yl)-1-oxoisoindoline-4-yl)oxy)heptanoyl)piperazin-1-yl)pyridazin-3-carbonyl)piperidin-4-yl)butyl)-3-(pyridin-3-yl)acrylamide O=C1NC(CCC1N1C(C2=CC=CC(=C2C1)OCCCCCCC(=O)N1CCN(CC1)C1=CC=C(N=N1)C(=O)N1CCC(CC1)CCCCNC(\C=C\C=1C=NC=CC1)=O)=O)=O